ClC1=C(C=CC=C1C1C(NC(CC1)=O)=O)C1=CC=C(C=C1)CC1=NOC=C1 3-(2-chloro-4'-(isoxazol-3-ylmethyl)-[1,1'-biphenyl]-3-yl)piperidine-2,6-dione